(R)-1-(2-(4,4-difluoropiperidin-2-yl)benzyl)-2-thiocarbonyl-1,2,3,5-tetrahydro-4H-pyrrolo[3,2-d]pyrimidin-4-one FC1(C[C@@H](NCC1)C1=C(CN2C(NC(C3=C2C=CN3)=O)=C=S)C=CC=C1)F